C(C)OC(C(=O)C1=CC(=CC=C1)[N+](=O)[O-])=O 2-(3-Nitrophenyl)-2-oxo-acetic acid ethyl ester